Br[Mg]C#C bromo(ethynyl)Magnesium